5-(2-cyclopropoxy-5-(trifluoromethyl)-phenyl)-N-((3R,5R)-5-methylpyrrolidin-3-yl)-1,3,4-oxadiazole-2-carboxamide TFA salt OC(=O)C(F)(F)F.C1(CC1)OC1=C(C=C(C=C1)C(F)(F)F)C1=NN=C(O1)C(=O)N[C@H]1CN[C@@H](C1)C